1-(4-(1-methyl-1H-indol-3-yl)pyrimidin-2-yl)benzene-1,4-diamine CN1C=C(C2=CC=CC=C12)C1=NC(=NC=C1)C1(CC=C(C=C1)N)N